C1(CCCCCCC1)NC(=O)C=1NC2=CC=C(C=C2C1)NC1=NC=CC(=N1)C1=C(N=C(S1)NC)C N-cyclooctyl-5-((4-(4-methyl-2-(methylamino)thiazol-5-yl)pyrimidin-2-yl)amino)-1H-indol-2-carboxamide